methyl (S)-2-((7-(difluoromethyl)-2-(2-fluoro-4-(methylcarbamoyl)phenyl)imidazo[1,2-a]pyridin-3-yl)methyl)morpholine-4-carboxylate FC(C1=CC=2N(C=C1)C(=C(N2)C2=C(C=C(C=C2)C(NC)=O)F)C[C@H]2CN(CCO2)C(=O)OC)F